N-(4-(2-oxa-6-azaspiro[3.4]octan-6-yl)phenyl)-6-(1H-indazol-6-yl)-[1,2,4]triazolo[1,5-a]pyrazin-8-amine C1OCC12CN(CC2)C2=CC=C(C=C2)NC=2C=1N(C=C(N2)C2=CC=C3C=NNC3=C2)N=CN1